CN(/C=C/C(=O)N1CCN(CC1)CCN1C(=CC2=CC(=CC=C12)CN1CCC2(CN(C2)C2=NC=NC3=CC=C(C=C23)CC(F)(F)F)CC1)C#N)C 1-(2-{4-[(2E)-3-(Dimethylamino)prop-2-enoyl]piperazin-1-yl}ethyl)-5-({2-[6-(2,2,2-trifluoroethyl)quinazolin-4-yl]-2,7-diazaspiro[3.5]non-7-yl}methyl)-1H-indole-2-carbonitrile